N1(N=CC=C1)C1=CC=CC(=N1)NC1=NC(=NC=C1C(F)(F)F)Cl N-(6-(1H-pyrazol-1-yl)pyridin-2-yl)-2-chloro-5-(trifluoromethyl)pyrimidin-4-amine